ClC1=C(C#N)C=CC(=C1)N1CC=2N=CN=C(C2CC1)NC1=NC=C(C=C1)C(C)(C)O 2-Chloro-4-(4-((5-(2-hydroxypropan-2-yl)pyridin-2-yl)amino)-5,6-dihydropyrido[3,4-d]pyrimidin-7(8H)-yl)benzonitrile